N1(C=NC=C1)C=1N=C(C2=CC=CC=C2C1)C(=O)O 3-(imidazol-1-yl)isoquinoline-1-carboxylic acid